(1R,3S,4R)-2-((5-chloropyridin-3-yl)-D-alanyl)-N-((R)-1-cyano-2-((S)-2-oxopiperidin-3-yl)ethyl)-5,5-difluoro-2-azabicyclo[2.2.2]octane-3-carboxamide ClC=1C=C(C=NC1)N[C@H](C)C(=O)N1[C@H]2CC([C@@H]([C@H]1C(=O)N[C@H](C[C@H]1C(NCCC1)=O)C#N)CC2)(F)F